ClC=1N=C(N(C1)COCC[Si](C)(C)C)C=1N=CN2C1C=CC(=C2F)C=2C(=C(C=CC2F)C2(C(N=CC(=C2)F)OC)S(=O)(=O)N)F 3-[1-(4-chloro-1-[[2-(trimethylsilyl)ethoxy]methyl]imidazol-2-yl)-5-fluoroimidazo[1,5-a]pyridin-6-yl-2,4-difluorophenyl]-5-fluoro-2-methoxypyridine-3-sulfonamide